ClC1=CC=C2C(=N1)N(N=C2C#N)CC(F)F 6-Chloro-1-(2,2-difluoroethyl)-1H-pyrazolo[3,4-b]pyridine-3-carbonitrile